C(#N)N1C[C@@H](C[C@H]1C)NC(=O)C=1OC(=NN1)C1=C(C=CC(=C1)C(F)(F)F)OC1CC1 N-((3R,5R)-1-cyano-5-methyl-pyrrolidin-3-yl)-5-(2-cyclopropoxy-5-(trifluoromethyl)phenyl)-1,3,4-oxadiazole-2-carboxamide